FC1=CC(=C(OC=2C(=NC=NC2)N2CC3(C2)CC(C3)NC3CCC(CC3)(C#N)C)C=C1)C=1C(=NC=NC1)C(C)C 4-((2-(5-(4-fluoro-2-(4-isopropylpyrimidin-5-yl)phenoxy)pyrimidin-4-yl)-2-azaspiro[3.3]heptan-6-yl)amino)-1-methylcyclohexanecarbonitrile